tertbutyl 4-(4-((4-(2,6-dioxopiperidin-3-yl)phenoxy)methyl)-1H-pyrazol-1-yl)piperidine-1-carboxylate O=C1NC(CCC1C1=CC=C(OCC=2C=NN(C2)C2CCN(CC2)C(=O)OC(C)(C)C)C=C1)=O